7-(3-fluoro-4-(4-methylpiperazin-1-yl)anilino)-3,4-dihydropyrimido[4,5-d]pyrimidin-2(1H)-one FC=1C=C(NC2=NC=C3C(=N2)NC(NC3)=O)C=CC1N1CCN(CC1)C